9-cis-octadecenylammonium chloride [Cl-].C(=CCCCCCCCCCCCCCCCC)[NH3+]